(E)-3,6-dichloro-4-(prop-1-en-1-yl)pyridazine ClC=1N=NC(=CC1\C=C\C)Cl